COC(C1=CN=CC=C1)=O.C(C1=CC=CC=C1)C1N(C(OC1)=O)C([C@H](C)C1CCC(CC1)C1=CC(=NC=C1)C)=O 4-benzyl-3-((R)-2-((1s,4s)-4-(2-methylpyridin-4-yl)cyclohexyl)propionyl)oxazolidin-2-one methyl-nicotinate